COC=1C=C(C=CC1)C1N(CCCC1)C1=CC(=CC(N1)=O)N1[C@@H](COCC1)C 6-[2-(3-methoxyphenyl)-1-piperidinyl]-4-[(3R)-3-methylmorpholin-4-yl]-1H-pyridin-2-one